tert-Butyl 4-ureidopiperidine-1-carboxylate N(C(=O)N)C1CCN(CC1)C(=O)OC(C)(C)C